benzyl-N-propionylglycine ethyl ester C(C)OC(CN(C(CC)=O)CC1=CC=CC=C1)=O